diplatinum tris(dibenzylideneacetone) C(C1=CC=CC=C1)=CC(=O)C=CC1=CC=CC=C1.C(C1=CC=CC=C1)=CC(=O)C=CC1=CC=CC=C1.C(C1=CC=CC=C1)=CC(=O)C=CC1=CC=CC=C1.[Pt].[Pt]